N1C=C(C2=NC=CC=C21)C(=O)O.NCC(O)C=2C=C(C=CC2F)NC(C2=C(C=C(C(=C2)C(F)(F)F)C2CC2)OC2=C(C=C(C=C2)F)C)=O N-(3-(2-amino-1-hydroxyethyl)-4-fluorophenyl)-4-cyclopropyl-2-(4-fluoro-2-methylphenoxy)-5-(trifluoromethyl)benzamide pyrrolo[3,2-b]pyridine-3-carboxylate